5-(hexyloxy)-1,3-diisopropyl-benzo[d]imidazolium hydrogen carbonate C(O)([O-])=O.C(CCCCC)OC1=CC2=C([N+](=CN2C(C)C)C(C)C)C=C1